5-[[2,4-dichloro-5-(2-pyridyl)benzoyl]amino]-N-[(4-hydroxy-4-piperidyl)methyl]-1-phenyl-pyrazole-3-carboxamide hydrochloride Cl.ClC1=C(C(=O)NC2=CC(=NN2C2=CC=CC=C2)C(=O)NCC2(CCNCC2)O)C=C(C(=C1)Cl)C1=NC=CC=C1